OC1=C(C=C(C=C1)C1C(C1)C(C(C(=O)C1C(C1)C1=CC(=C(C=C1)O)OC)(C)C)=O)OC 1,3-bis(2-(4-hydroxy-3-methoxyphenyl)cyclopropyl)-2,2-dimethylpropane-1,3-dione